(2R)-2-[(2S)-2-[2-(cycloocta-2-yn-1-yloxy)acetamido]propanamido]propionic acid C1(C#CCCCCC1)OCC(=O)N[C@H](C(=O)N[C@@H](C(=O)O)C)C